2-Bromo-N-[4-[(E)-3-[4-[2-hydroxyethyl(methyl)amino]phenyl]prop-2-enoyl]phenyl]benzamide BrC1=C(C(=O)NC2=CC=C(C=C2)C(\C=C\C2=CC=C(C=C2)N(C)CCO)=O)C=CC=C1